3,4-dimethoxy-6-nitrophenyl carbamate C(N)(OC1=CC(=C(C=C1[N+](=O)[O-])OC)OC)=O